C(C)(C)(C)OC(=O)N1N=C(C2=CC(=CC=C12)[N+](=O)[O-])C=1CCN(CC1)C(=O)OC(C)(C)C 3-(1-(tert-butoxycarbonyl)-1,2,3,6-tetrahydropyridin-4-yl)-5-nitro-1H-indazole-1-carboxylic acid tert-butyl ester